C(C)OC(=O)C1=CN=C2N1C=C(C=C2Cl)S(NC2(CC2)C)(=O)=O.NC2=C[C@H](C[C@H](C2)N)N 1,3,5-cis,cis-triaminocyclohexaneN Ethyl-8-chloro-6-(N-(1-methylcyclopropyl)sulfamoyl)imidazo[1,2-a]pyridine-3-carboxylate